5,9-dihydro-10-methyl-3-azabenzanthrone CC1C=C2C=C3C4=C(CCC3=CC2=CC1=O)C=NC=C4